ClC1=CC2=C(C=N1)C(=NN2C2=NC(=NC(=C2)CC)C(C)(F)F)N2CC(CC2)(N(C)C)C 1-(6-chloro-1-(2-(1,1-difluoroethyl)-6-ethylpyrimidin-4-yl)-1H-pyrazolo[4,3-c]pyridin-3-yl)-N,N,3-trimethylpyrrolidin-3-amine